piperazine-1,4-disulfonic acid N1(CCN(CC1)S(=O)(=O)O)S(=O)(=O)O